7-[(3S)-3-(morpholin-4-ylmethyl)-1,2,3,4-tetrahydroisoquinoline-2-carbonyl]-1,2,3,4-tetrahydroisoquinoline-2-carboxylic acid 4-chlorophenyl ester ClC1=CC=C(C=C1)OC(=O)N1CC2=CC(=CC=C2CC1)C(=O)N1CC2=CC=CC=C2C[C@H]1CN1CCOCC1